BrC=1C(=C2C=3C(=NC(=NC3C1F)OCC13CCCC3CCC1)N(CCO2)[C@H](C)C=2C(=NC=CC2)NC(OC(C)(C)C)=O)Cl tert-butyl (3-((R)-1-(9-bromo-8-chloro-10-fluoro-2-(((3ar,6aR)-hexahydropentalen-3a(1H)-yl)methoxy)-5,6-dihydro-4H-[1,4]oxazepino[5,6,7-de]quinazolin-4-yl)ethyl)pyridin-2-yl)carbamate